FC1=C2C=NN(C2=CC=C1N1OC(NC1=O)=O)C (4-fluoro-1-methyl-1H-indazol-5-yl)-1,2,4-oxadiazolidine-3,5-dione